COC1=CC=C(CN[C@@H](COC(C2=CC=CC=C2)(C2=CC=CC=C2)C2=CC=CC=C2)C(=O)OC)C=C1 methyl N-(4-methoxybenzyl)-O-trityl-L-serinate